Rac-(5aR,6S,8aS)-5a-(4-bromophenyl)-3-chloro-8-ethynyl-8,8a-dihydroxy-N,N-dimethyl-6-phenyl-5a,7,8,8a-tetrahydro-6H-cyclopenta[4,5]furo[3,2-b]pyridine-7-carboxamide BrC1=CC=C(C=C1)[C@]12[C@](C3=NC=C(C=C3O1)Cl)(C(C([C@H]2C2=CC=CC=C2)C(=O)N(C)C)(O)C#C)O |r|